FC(C(=O)NCCC(=O)NCCOCCNC(OC(C)(C)C)=O)(F)F tert-butyl (2-(2-(3-(2,2,2-trifluoroacetamido)propanamido) ethoxy)ethyl)carbamate